C(=C)CC(=O)O.C1(=CC=CC=C1)C1=CC=CC=C1 biphenyl vinyl-acetate